1-([2,3'-bipyridine]-6'-yl)-3-(6-(4-isopropyl-4H-1,2,4-triazol-3-yl)pyridin-2-yl)urea N1=C(C=CC=C1)C=1C=NC(=CC1)NC(=O)NC1=NC(=CC=C1)C1=NN=CN1C(C)C